C(C)N1N=CC=C1C1=CC=C(C=C1)[C@H](CO)NC(=O)[C@H]1N(C[C@@H](C1)O)C([C@H](C(C)C)NC(OC(C)(C)C)=O)=O tert-butyl ((S)-1-((2S,4R)-2-(((R)-1-(4-(1-ethyl-1H-pyrazol-5-yl)phenyl)-2-hydroxyethyl)carbamoyl)-4-hydroxypyrrolidin-1-yl)-3-methyl-1-oxobutan-2-yl)carbamate